1-((2-((2-((7-chloroquinolin-4-yl)amino)ethyl)(methyl)amino)ethyl)amino)-4-methyl-9H-thioxanthen-9-one ClC1=CC=C2C(=CC=NC2=C1)NCCN(CCNC1=CC=C(C=2SC3=CC=CC=C3C(C12)=O)C)C